tert-Butyl (2S)-2-[[7-(8-chloro-1-naphthyl)-4-methoxy-6,8-dihydro-5H-pyrido[3,4-d]pyrimidin-2-yl]oxymethyl]pyrrolidine-1-carboxylate ClC=1C=CC=C2C=CC=C(C12)N1CC=2N=C(N=C(C2CC1)OC)OC[C@H]1N(CCC1)C(=O)OC(C)(C)C